NC1=NNC=C1S(=O)(=O)NC=1C=CC(=C2C(=CNC12)C#N)F 3-Amino-N-(3-cyano-4-fluoro-1H-indol-7-yl)-1H-pyrazol-4-sulfonamid